N[C@@H]1CCCC12CCN(CC2)C2=NC=C(C(N2C)=O)SC2=C1C(=NC=C2)N(C=C1)C (R)-2-(1-amino-8-azaspiro[4.5]decan-8-yl)-3-methyl-5-((1-methyl-1H-pyrrolo[2,3-b]pyridin-4-yl)thio)pyrimidin-4(3H)-one